[(1R,2S,4R)-4-{[5-({5-chloro-4-[(8R)-2-chloro-5,6,7,8-tetrahydro-1,7-naphthyridin-8-yl]-2-thienyl}carbonyl)pyrimidin-4-yl]amino}-2-hydroxycyclopentyl]methyl sulfamate S(N)(OC[C@@H]1[C@H](C[C@@H](C1)NC1=NC=NC=C1C(=O)C=1SC(=C(C1)[C@H]1NCCC=2C=CC(=NC12)Cl)Cl)O)(=O)=O